O=C(C(C)OC([O-])=O)CC 3-oxo-2-pentylcarbonate